ClC=1C=C2C(=CC1Cl)NC([C@]21CN(CC1)C(C[C@H](C)O)=O)=O (S)-5,6-dichloro-1'-((S)-3-hydroxybutanoyl)spiro[indoline-3,3'-pyrrolidin]-2-one